3-methacryloxypropyl-tri(methoxyethoxy)silane C(C(=C)C)(=O)OCCC[Si](OCCOC)(OCCOC)OCCOC